N-[2-(1-benzylpiperidin-4-yl)ethyl]-4-cyano-4-phenylpiperidine-1-carboxamide C(C1=CC=CC=C1)N1CCC(CC1)CCNC(=O)N1CCC(CC1)(C1=CC=CC=C1)C#N